N1CC(C1)N1N=CC(=C1)NC1=NC=CC(=N1)C1=CC=CC(=N1)C1=NOC(=C1)[C@]1(C(N(CC1)C)=O)O (R)-3-(3-(6-(2-((1-(Azetidin-3-yl)-1H-pyrazol-4-yl)amino)pyrimidin-4-yl)pyridin-2-yl)isoxazol-5-yl)-3-hydroxy-1-methylpyrrolidin-2-one